FC1=NC=CC(=C1)[C@H](C1CCN(CC1)C(=O)C=1C=CC2=C(NC(CO2)=O)C1)C1=CC=CC=C1 6-[4-[(R)-(2-fluoro-4-pyridyl)-phenyl-methyl]piperidine-1-carbonyl]-4H-1,4-benzoxazin-3-one